N-[1-(5-Acetyl-5,6,7,8-tetrahydro-1,5-naphthyridin-2-yl)cyclopropyl]-4-fluorobenzamid C(C)(=O)N1C=2C=CC(=NC2CCC1)C1(CC1)NC(C1=CC=C(C=C1)F)=O